benzyl (2-chloro-2-oxoethyl)carbamate ClC(CNC(OCC1=CC=CC=C1)=O)=O